C(C)OC(=O)C=1C(=CNCC1)C(=O)OC(C)(C)C 1,6-dihydropyridine-3,4-dicarboxylic acid 3-(tert-butyl) 4-ethyl ester